O(C1=CC=CC=C1)CC#CC=1C2(C3=CC=CC=C3C1)CCC(CC2)=O 2'-(3-phenoxyprop-1-yn-1-yl)spiro[cyclohexane-1,1'-indene]-4-one